[N+](=O)([O-])C=1C=C(C=CC1NCC1CCOCC1)S(=O)(=O)NC(C1=C(C=CC=C1)N1C=2C=C3C=CNC3=NC2OC(CC1)C1=NC=CC=C1)=O N-[3-nitro-4-[(tetrahydropyran-4-ylmethyl)amino]benzenesulfonyl]-2-[13-(pyridin-2-yl)-14-oxa-2,4,10-triazatricyclo[7.5.0.0[3,7]]-tetradec-1(9),2,5,7-tetraen-10-yl]benzamide